2-((4-hydroxyphenyl)amino)-4-methyl-5-acetyl-thiazole OC1=CC=C(C=C1)NC=1SC(=C(N1)C)C(C)=O